tert-butyl (4-((4-((2-((2S)-2-(2-((3,4-dimethoxybenzyl)amino)-1-hydroxy-2-oxoethyl)pyrrolidin-1-yl)-2-oxoethyl)carbamoyl)quinolin-8-yl)amino)-4-oxobutyl)carbamate COC=1C=C(CNC(C(O)[C@H]2N(CCC2)C(CNC(=O)C2=CC=NC3=C(C=CC=C23)NC(CCCNC(OC(C)(C)C)=O)=O)=O)=O)C=CC1OC